1-tert-butyl 3-ethyl (3S)-3-{[(benzyloxy)carbonyl]amino}pyrrolidine-1,3-dicarboxylate C(C1=CC=CC=C1)OC(=O)N[C@@]1(CN(CC1)C(=O)OC(C)(C)C)C(=O)OCC